ClC1=C(C(=O)NC2CC2)C=C(C=C1)C=1C=NN(C1)C=1N(N=C(C1C(F)(F)F)OCC(C(C(C(C(C(C(F)(F)F)(F)F)(F)F)(F)F)(F)F)(F)F)(F)F)C 2-chloro-N-cyclopropyl-5-[1-[2-methyl-5-(2,2,3,3,4,4,5,5,6,6,7,7,8,8,8-pentadecafluorooctyloxy)-4-(trifluoromethyl)pyrazol-3-yl]pyrazol-4-yl]benzamide